FC=1C=C(C=C(C1)F)N1C=C(C2=C1N=CN=C2N2[C@H](CN[C@@H](C2)C)C)C2=NC=CN=C2C 7-(3,5-difluorophenyl)-4-((2S,5R)-2,5-dimethylpiperazin-1-yl)-5-(3-methylpyrazin-2-yl)-7H-pyrrolo[2,3-d]pyrimidine